3-[6-Chloro-3-[(1R)-1-[2-(2,3-dihydro-[1,4]dioxino[2,3-b]pyridin-7-yl)-3,6-dimethyl-4-oxo-chromen-8-yl]ethoxy]-2-pyridyl]-4H-1,2,4-oxadiazol-5-one ClC1=CC=C(C(=N1)C1=NOC(N1)=O)O[C@H](C)C=1C=C(C=C2C(C(=C(OC12)C=1C=C2C(=NC1)OCCO2)C)=O)C